ethyl 3-(4-(3-cyclopropylprop-1-ynyl) phenoxy)-5-methyl-1H-pyrazole-4-carboxylate C1(CC1)CC#CC1=CC=C(OC2=NNC(=C2C(=O)OCC)C)C=C1